2-AMINOISONICOTINIC ACID NC=1C=C(C(=O)O)C=CN1